C1(=CCC(CC1)C(=O)OCC)C(=O)OCC diethyl 1,4-cyclohexenedicarboxylate